NC1=NNC=2C1=NC(=CC2)C2=C(C=C(C=C2)NS(=O)(=O)[C@H]2[C@H](CCCC2)O)Cl (1R,2S)-N-(4-(3-amino-1H-pyrazolo[4,3-b]pyridin-5-yl)-3-chlorophenyl)-2-hydroxycyclohexane-1-sulfonamide